3-(5-(((1R,2R)-2-(4-methoxy-4-methylpiperidin-1-yl)cycloheptyl)oxy)-1-oxoisoindolin-2-yl)piperidine-2,6-dione COC1(CCN(CC1)[C@H]1[C@@H](CCCCC1)OC=1C=C2CN(C(C2=CC1)=O)C1C(NC(CC1)=O)=O)C